(2-methoxy-4-(8,9,10,11-tetrahydro-3H-pyrazolo[4,3-a]phenanthridin-7-yl)phenyl)(4-methylpiperazin-1-yl)methanone COC1=C(C=CC(=C1)C1=NC2=CC=C3C(=C2C=2CCCCC12)C=NN3)C(=O)N3CCN(CC3)C